(e)-N-(3-bromo-2,4-difluorophenyl)-2-(hydroxyimino)acetamide BrC=1C(=C(C=CC1F)NC(/C=N/O)=O)F